1-(2,3-dichlorophenyl)-2-methylpropan-2-ol ClC1=C(C=CC=C1Cl)CC(C)(O)C